[2H]C(C(=O)N(CC(=O)OCC)CC1=C(C=C(C=C1)S(N)(=O)=O)F)(OC1=C(C(=CC(=C1)F)F)C(C([2H])([2H])[2H])([2H])[2H])[2H] ethyl 2-[[2,2-dideuterio-2-[3,5-difluoro-2-(1,1,2,2,2-pentadeuterioethyl)phenoxy]acetyl]-[(2-fluoro-4-sulfamoyl-phenyl)methyl]amino]acetate